hydroxynickel oxide O[Ni]=O